C(C)(C)(C)OC(=O)N1CCN(CC1)CC1CCN(CC1)C=1N=NC(=CC1)C(NC1CCC(CC1)OC1=CC(=C(C=C1)C#N)Cl)=O.C(C=C)(=O)OCCC[Si](OCCC)(OCCC)C acryloxypropyl-methyl-dipropoxysilane tert-butyl-4-((1-(6-(((1r,4r)-4-(3-chloro-4-cyanophenoxy)cyclohexyl)carbamoyl)pyridazin-3-yl)piperidin-4-yl)methyl)piperazine-1-carboxylate